OC1=CC=C(O1)C(=O)N 5-hydroxyfuramide